FC1(C(C1)CN1C(C(=C(C=C1)OC)C#N)=O)F ((2,2-Difluorocyclopropyl)methyl)-4-methoxy-2-oxo-1,2-dihydropyridine-3-carbonitrile